N-{5-[(1S,3R)-3-[(N'-ethyl-N'-methylhydrazinecarbonyl)oxy]cyclopentyl]-2H-pyrazol-3-yl}-2-(2-formyl-3-hydroxy-5-methoxyphenoxy)acetamide C(C)N(NC(=O)O[C@H]1C[C@H](CC1)C=1C=C(NN1)NC(COC1=C(C(=CC(=C1)OC)O)C=O)=O)C